[1,8]Naphthyridine-5-one N1=CC=CC=2C(CC=NC12)=O